Diethyl-phosphoryl-ethyl-trimethoxysilane C(C)P(=O)(CC)CO[Si](OC)(OC)CC